C(#N)COC1=CC2=C(N=C(O2)C2=NC=CC(=C2C)C2=CC3=C(OCCO3)C=C2)C=C1CN1[C@@H](CCCC1)C(=O)O (2S)-1-({6-(cyanomethoxy)-2-[4-(2,3-dihydro-1,4-benzodioxin-6-yl)-3-methylpyridin-2-yl]-1,3-benzoxazol-5-yl}methyl)piperidine-2-carboxylic acid